C(C)ON1CN(C=C1)CC(=O)C1=CC=C(C=C1)Cl 1-ethoxy-3-[2-(4-chlorophenyl)-2-oxoethyl]Imidazole